Dibenzyl-N-{(2S)-2-amino-4-[{(1R)-1-[1-benzyl-4-(2,5-difluorophenyl)-1H-pyrrol-2-yl]-2,2-dimethylpropyl}(glycoloyl)amino]butanoyl}-beta-alanyl-L-glutamate C(C1=CC=CC=C1)OC([C@@H](NC([C@H](CCN(C(CO)=O)[C@H](C(C)(C)C)C=1N(C=C(C1)C1=C(C=CC(=C1)F)F)CC1=CC=CC=C1)N)=O)C(CC(=O)OCC1=CC=CC=C1)C([C@@H](N)C)=O)=O